C[C@H]1CN(CCCN1)C(=O)OC(C)(C)C (S)-3-methyl-1-t-butoxyformyl-1,4-diazepane